NC1C(C1)C(=O)OCC1=CC(=CC(=C1)[N+](=O)[O-])[N+](=O)[O-] 3,5-dinitrobenzyl 2-aminocyclopropane-1-carboxylate